6-phenylpyrazolo[1,5-a]pyrimidine-3-carboxylic acid ethyl ester C(C)OC(=O)C=1C=NN2C1N=CC(=C2)C2=CC=CC=C2